2-(7-fluoro-4,5-dihydropyrrolo[1,2-a]quinoxalin-4-yl)aniline FC=1C=C2NC(C=3N(C2=CC1)C=CC3)C3=C(N)C=CC=C3